(3R,4R)-1-cyclohexyl-4-{[5-(2,4-difluoro-phenyl)-isoxazole-3-carbonyl]-amino}-piperidine-3-carboxylic acid isopropylamide C(C)(C)NC(=O)[C@@H]1CN(CC[C@H]1NC(=O)C1=NOC(=C1)C1=C(C=C(C=C1)F)F)C1CCCCC1